[V+5].[O-]P([O-])(=O)OP(=O)([O-])[O-].[Fe+2].[Na+].[O-]P([O-])(=O)OP(=O)([O-])[O-] sodium iron pyrophosphate vanadium